6-(3,4-difluorophenyl)-3-methyl-1-(pyrazin-2-ylmethyl)imidazo[4,5-b]Pyridine FC=1C=C(C=CC1F)C=1C=C2C(=NC1)N(CN2CC2=NC=CN=C2)C